FC=1C=C(C(=C(C1)NC(=O)N1C[C@@H]([C@H](C1)CC(C)C)O)C)C=1C2=C(N=CN1)NC(=C2)C2=CC=C(C=C2)OC2CCNCC2 (3R,4S)-N-(5-fluoro-2-methyl-3-(6-(4-(piperidin-4-yloxy)phenyl)-7H-pyrrolo[2,3-d]pyrimidin-4-yl)phenyl)-3-hydroxy-4-isobutylpyrrolidine-1-carboxamide